BrC=1C=NN2C1C(N(CC2)C2=C(C=C(C=C2)B2OC(C(O2)(C)C)(C)C)C)=O 3-bromo-5-(2-methyl-4-(4,4,5,5-tetramethyl-1,3,2-dioxaborolan-2-yl)phenyl)-6,7-dihydropyrazolo[1,5-a]pyrazin-4(5H)-one